ethyl 7-cyclopropyl-1-methylpyrrolo[2,3-c]pyridine-2-carboxylate C1(CC1)C=1N=CC=C2C1N(C(=C2)C(=O)OCC)C